C[C@@H]1N(CC[C@@H](C1)OCC1=NOC(=N1)C)C(=O)OC(C)(C)C tert-butyl (2S,4S)-2-methyl-4-[(5-methyl-1,2,4-oxadiazol-3-yl)methoxy]piperidine-1-carboxylate